tert-butyl (R)-3-((5-(6-((tert-butoxycarbonyl)amino)pyridin-2-yl)-1-((2-(trimethylsilyl)ethoxy) methyl)-1H-pyrrolo[2,3-b]pyridin-4-yl)amino)piperidine-1-carboxylate C(C)(C)(C)OC(=O)NC1=CC=CC(=N1)C=1C(=C2C(=NC1)N(C=C2)COCC[Si](C)(C)C)N[C@H]2CN(CCC2)C(=O)OC(C)(C)C